(5S)-5-(1,3-thiazolidin-3-ylcarbonyl)-2-{[6-(trifluoromethyl)pyridin-3-yl]methyl}-5,6,7,8-tetrahydro[1,2,4]triazolo[4,3-a]pyridin-3(2H)-one S1CN(CC1)C(=O)[C@@H]1CCCC=2N1C(N(N2)CC=2C=NC(=CC2)C(F)(F)F)=O